BrC1=C(C=C(C(=C1)C(F)(F)F)Cl)NS(=O)(=O)C1=C(NC(=C1C(=O)N1CC(CC1)(F)F)C)C N-(2-bromo-5-chloro-4-(trifluoromethyl)phenyl)-4-(3,3-difluoropyrrolidine-1-carbonyl)-2,5-dimethyl-1H-pyrrole-3-sulfonamide